(S)-N-(5-(2-(2-aminopyridin-3-yl)-5-(1H-pyrazol-1-yl)-3H-imidazo[4,5-b]pyridin-3-yl)-2,3-dihydro-1H-inden-1-yl)-2-phenylacetamide NC1=NC=CC=C1C1=NC=2C(=NC(=CC2)N2N=CC=C2)N1C=1C=C2CC[C@@H](C2=CC1)NC(CC1=CC=CC=C1)=O